BrC=1C=CC(=NC1)\C=C(\C(=O)O)/F (Z)-3-(5-bromopyridin-2-yl)-2-fluoroacrylic acid